(4r,4'r)-2,2'-(cyclohexane-1,1-diyl)bis(4-phenyl-4,5-dihydro-oxazole) C1(CCCCC1)(C=1OC[C@H](N1)C1=CC=CC=C1)C=1OC[C@H](N1)C1=CC=CC=C1